caprylic acid cyclohexyl ester C1(CCCCC1)OC(CCCCCCC)=O